N1N=NN=C1C1=C(C=CC=C1)C1=CC(=CC(=N1)N(CC(C)C)CC1=CC=CC=C1)NC=1SC2=C(N1)C=CC(=C2)F 6-(2-(1H-tetrazol-5-yl)phenyl)-N2-benzyl-N4-(6-fluorobenzo[d]thiazol-2-yl)-N2-isobutylpyridine-2,4-diamine